N-[(1R,3R)-3-aminocyclobutyl]-4-{[(2S,4R)-2-methyl-1-propionyl-1,2,3,4-tetrahydroquinolin-4-yl]amino}benzamide hydrochloride Cl.NC1CC(C1)NC(C1=CC=C(C=C1)N[C@@H]1C[C@@H](N(C2=CC=CC=C12)C(CC)=O)C)=O